4-(2-acryloyl-2,6-diazaspiro[3.4]octan-6-yl)-6-(5-methyl-1H-indazol-4-yl)-2-(5-methyloctahydro-2H-pyrrolo[3,4-c]pyridin-2-yl)pyrimidine-5-carbonitrile C(C=C)(=O)N1CC2(C1)CN(CC2)C2=NC(=NC(=C2C#N)C2=C1C=NNC1=CC=C2C)N2CC1CN(CCC1C2)C